2-(((1R,3S)-3-(3H-imidazo[4,5-b]pyridin-3-yl)cyclohexyl)amino)-4-chloropyrimidine-5-carbonitrile N1=CN(C2=NC=CC=C21)[C@@H]2C[C@@H](CCC2)NC2=NC=C(C(=N2)Cl)C#N